1-(3,4-dimethoxyphenyl)cyclopropanecarbaldehyde COC=1C=C(C=CC1OC)C1(CC1)C=O